ClC=1C=C(C=CC1)N1N=CC2=C1N=C1N(CCC3=C1NC1=CC=CC=C31)C2=O 1-(3-chlorophenyl)-6,7-dihydro-1H-pyrazolo[3'',4'':4',5']pyrimido[1',2':1,2]pyrido[3,4-b]indol-4(12H)-one